1-methyl-N-(5-((4-(trifluoromethyl)benzyl)oxy)-1H-indol-3-yl)-1H-pyrazole-5-carboxamide CN1N=CC=C1C(=O)NC1=CNC2=CC=C(C=C12)OCC1=CC=C(C=C1)C(F)(F)F